4-(aminomethyl)-1-(5-(2-(cyclopropylmethoxy)-4-fluorophenyl)imidazo[2,1-b][1,3,4]thiadiazol-2-yl)piperidin-4-ol NCC1(CCN(CC1)C1=NN2C(S1)=NC=C2C2=C(C=C(C=C2)F)OCC2CC2)O